OCC1CCC(CC1)N1N=C(C(=C1)C1=NN2C(N=CC=C2)=C1C(=O)N)OC(F)F 1-((1R,4R)-4-(Hydroxymethyl)cyclohexyl)-3-(difluoromethoxy)-1H-pyrazol-4-ylpyrazolo[1,5-a]pyrimidine-3-carboxamide